CN(C1CCC(CC1)NC=1N=CC2=C(N1)N(C(C(=C2)C2=C(C(=C(C(=C2)F)NC[C@H](C(F)(F)F)O)F)F)=O)C(C)C)C 2-(((1r,4r)-4-(dimethylamino)cyclohexyl)amino)-8-isopropyl-6-(2,3,5-trifluoro-4-(((R)-3,3,3-trifluoro-2-hydroxypropyl)amino)phenyl)pyrido[2,3-d]pyrimidin-7(8H)-one